ClC1=NSC=2C1=NC(=CC2C2(CC2)C=O)N2[C@@H](COCC2)C (R)-1-(3-chloro-5-(3-methylmorpholino)isothiazolo[4,5-b]pyridin-7-yl)cyclopropane-1-carbaldehyde